(2R,6S)-2,6-dimethylmorpholin C[C@@H]1CNC[C@@H](O1)C